OC(C)C=1C(=NC(=CC1)N1C=NC2=C1C=C(C=C2)C2=CN=C(O2)N2C(CCC2)=O)N2N=C(C=C2C)C#N 1-[3-(1-hydroxyethyl)-6-[6-[2-(2-oxopyrrolidin-1-yl)oxazol-5-yl]benzimidazol-1-yl]-2-pyridinyl]-5-methyl-pyrazole-3-carbonitrile